C(C)(C)(C)OC(=O)N1CC2(C1)CC(C2)(O)CC2=C(C=CC(=C2)Br)F 6-(5-Bromo-2-fluorobenzyl)-6-hydroxy-2-azaspiro[3.3]heptane-2-carboxylic acid tert-butyl ester